IC=1C=CC(=C(C1)C=O)Cl (5-iodo-2-chlorophenyl)methanone